((1r,4r)-4-formylcyclohexyl)methanesulfonamide C(=O)C1CCC(CC1)CS(=O)(=O)N